C(C)OC1=CC=C(C=C1)CC(=O)N(CC1=CC=2N(C=C1)N=CC2)[C@@H](C)C2=CC=CC=C2 (S)-2-(4-ethoxyphenyl)-N-(1-phenylethyl)-N-(pyrazolo[1,5-a]pyridin-5-ylmethyl)acetamide